FC1=C(C=CC(=C1)OCC1=CC(=NC=C1)NC1=NC=CC=C1)NC=1C2=C(N=CN1)NC=C2C2CCN(CC2)C(C=C)=O 1-(4-(4-((2-fluoro-4-((2-(pyridin-2-ylamino)pyridin-4-yl)methoxy)phenyl)amino)-7H-pyrrolo[2,3-d]pyrimidin-5-yl)piperidin-1-yl)prop-2-en-1-one